5-(aminomethyl)-6-(2,4-dichlorophenyl)-2-(3,5-dimethoxyphenyl)pyrimidin-4-amine NCC=1C(=NC(=NC1C1=C(C=C(C=C1)Cl)Cl)C1=CC(=CC(=C1)OC)OC)N